[2-(Acryloyloxy)-ethyl]-trimethylammonium C(C=C)(=O)OCC[N+](C)(C)C